NC1=C(C=C(C=N1)C(=O)OC)N1N=CC(=C1N)Cl methyl 6-amino-5-(5-amino-4-chloro-pyrazol-1-yl)pyridine-3-carboxylate